BrC1=C(C=CC=C1)C1=CC=C(O1)C=O 5-(2-bromophenyl)furan-2-carboaldehyde